4-[4-(1,3-Benzooxazol-2-yl)piperidin-1-yl]-7-fluoro-1-methyl-2-oxo-1,2-dihydroquinoline-3-carboxamide O1C(=NC2=C1C=CC=C2)C2CCN(CC2)C2=C(C(N(C1=CC(=CC=C21)F)C)=O)C(=O)N